N-t-butoxycarbonyl-14-aminotetradecanoic acid C(C)(C)(C)OC(=O)NCCCCCCCCCCCCCC(=O)O